(3-fluoropyridin-2-yl)methanamine bisHCl salt Cl.Cl.FC=1C(=NC=CC1)CN